(biphenol)diglycidyl ether C=1(C(=C2C(=CC1)C1C(COCC3C2O3)O1)C=1C(=CC=CC1)O)O